tert-butyl N-(2-azaspiro[3.3]heptan-6-yl)carbamate C1NCC12CC(C2)NC(OC(C)(C)C)=O